ClC=1C=C2C(=CC(=NC2=CC1)C1=CC=C(C=C1)C1=CC=C(C=C1)F)C(=O)O 6-chloro-2-(4'-fluoro-[1,1'-biphenyl]-4-yl)quinoline-4-carboxylic acid